(R)-1-phenylethyl((2-bromo-5-fluorothiophen-3-yl)methyl)carbamate C1(=CC=CC=C1)[C@@H](C)OC(NCC1=C(SC(=C1)F)Br)=O